diethylaminopropyl lauryl amino succinamate C(CCC(=O)N(CCCCCCCCCCCC)N)(=O)OCCCN(CC)CC